C(C1=CC=CC=C1)C=1C=NN2C1N(C(C1=C2CN(C(C1)C)C(=O)OC(C)(C)C)=O)C1=NC=C(C=N1)C(NC)=O tert-butyl 3-benzyl-7-methyl-4-(5-(methylcarbamoyl)pyrimidin-2-yl)-5-oxo-5,6,7,9-tetrahydropyrazolo[1,5-a]pyrido[4,3-e]pyrimidine-8(4H)-carboxylate